C(C)(C)(CC)C1=C(C=CC=C1)O tertiary amylphenol